3,5-di-tert-butyl-1,2-phenylene bis(diphenyl carbamate) C1(=CC=CC=C1)N(C(OC1=C(C(=CC(=C1)C(C)(C)C)C(C)(C)C)OC(N(C1=CC=CC=C1)C1=CC=CC=C1)=O)=O)C1=CC=CC=C1